methyl 2-(5-amino-2-(4-(((3R,3aR,6R,6aR)-6-(benzyloxy) hexahydrofuro[3,2-b]furan-3-yl)oxy)phenyl)-6-oxopyrimidin-1(6H)-yl)acetate NC1=CN=C(N(C1=O)CC(=O)OC)C1=CC=C(C=C1)O[C@H]1[C@@H]2[C@H](OC1)[C@@H](CO2)OCC2=CC=CC=C2